Vanadocen [CH-]1C=CC=C1.[CH-]1C=CC=C1.[V+2]